4-(chloromethyl)-1,2,5-oxadiazol-3-amine ClCC=1C(=NON1)N